(4R)-N-{[(2R)-1,4-Dioxan-2-yl]methyl}-4-methyl-2-[(oxan-4-yl)methyl]-8-(trifluoromethyl)-4,5-dihydro-2H-furo[2,3-g]indazol-7-carboxamid O1[C@@H](COCC1)CNC(=O)C1=C(C2=C(C[C@H](C3=CN(N=C23)CC2CCOCC2)C)O1)C(F)(F)F